[Na+].[Si]([O-])([O-])(O)O.[Na+] sodium silicate, sodium salt